(S)-3-(3',6-dimethoxybiphenyl-3-yl)-3-(3-(4-hydroxy-1,5-dimethyl-2-oxo-1,2-dihydropyridin-3-yl)ureido)propionic acid COC=1C=C(C=CC1)C1=CC(=CC=C1OC)[C@H](CC(=O)O)NC(=O)NC=1C(N(C=C(C1O)C)C)=O